ClC=1C=C(C=C2C(=C(C=NC12)C#N)N[C@H](C(C)(C)O)C1=CC=CC=C1)N[C@H](C=1N=NNC1)C=1C=NC=CC1 8-chloro-4-(((S)-2-hydroxy-2-methyl-1-phenylpropyl)amino)-6-(((S)-pyridin-3-yl(1H-1,2,3-triazol-4-yl)methyl)amino)quinoline-3-carbonitrile